1-iodo-2-(2-iodoethoxy)ethane ICCOCCI